NC1=NC(=NN1)C#N 5-amino-3-cyano-1,2,4-triazol